tert-butyl (3R)-3-(4-(1,2,3,4-tetrahydro-1,8-naphthyridin-2-yl)butoxy)pyrrolidine-1-carboxylate N1C(CCC2=CC=CN=C12)CCCCO[C@H]1CN(CC1)C(=O)OC(C)(C)C